hafnium-titanium-zirconium-tantalum-tungsten [W].[Ta].[Zr].[Ti].[Hf]